C(C)(=O)OCCN1C(C(C2=CC=CC=C12)(C)C)C=CC=1CCCC2=CC3=CC=C(C=C3OC12)N(CC)CC 1-(2-acetoxyethyl)-2-(2-(6-(diethylamino)-2,3-dihydro-1H-xanthen-4-yl)vinyl)-3,3-dimethyl-3H-indole